(R)-6-(2-(4'-chloro-3'-methyl-[1,1'-biphenyl]-3-yl)-2-hydroxyacetyl)-2-(1-(3-chlorophenyl)cyclopropyl)-3,5,6,7,8,9-hexahydro-4H-pyrimido[5,4-c]azepin-4-one ClC1=C(C=C(C=C1)C1=CC(=CC=C1)[C@H](C(=O)N1CC2=C(CCC1)N=C(NC2=O)C2(CC2)C2=CC(=CC=C2)Cl)O)C